C(CC)NC(O[C@H]1C[C@H](CC1)C1=CC(=NN1)NC(=O)C=1C=NC(=CC1)OC)=O (1R,3S)-3-(3-{[(6-methoxypyridin-3-yl)carbonyl]amino}-1H-pyrazol-5-yl)cyclopentyl propylcarbamate